C1(CCCC1)N1C(=CC2=C1N=C(N=C2)NC2=NC=C(C=C2)N2CCC(CC2)N2CCC(CC2)(F)CC2=CC=C(C=C2)C2C(NC(CC2)=O)=O)C(=O)N(C)C 7-cyclopentyl-2-((5-(4-(4-(2,6-dioxopiperidin-3-yl)benzyl)-4-fluoro-[1,4'-bipiperidin]-1'-yl)pyridin-2-yl)amino)-N,N-dimethyl-7H-pyrrolo[2,3-d]pyrimidine-6-carboxamide